Benzyl (R)-(1-(3-(3,4-dimethoxyphenyl)-2,6-dimethylimidazo[1,2-b]pyridazin-8-yl)pyrrolidin-3-yl)carbamate COC=1C=C(C=CC1OC)C1=C(N=C2N1N=C(C=C2N2C[C@@H](CC2)NC(OCC2=CC=CC=C2)=O)C)C